1-(5-Chloro-2-((6-methoxy-2-methyl-1,2,3,4-tetrahydroisoquinolin-7-yl)amino)pyrimidin-4-yl)-1H-indole-3-carboxamide ClC=1C(=NC(=NC1)NC1=C(C=C2CCN(CC2=C1)C)OC)N1C=C(C2=CC=CC=C12)C(=O)N